S1C(=CC=C1)CN(C(=O)OC[C@H](CCCC)NC(OC(C)(C)C)=O)CC=1SC=CC1 tert-butyl [(2S)-1-{[bis(2-thienylmethyl)carbamoyl]oxy}hexan-2-yl]carbamate